C(C)OC(=O)[C@H]1OCC[C@@H](C1)C1=CC=2N=C(N(C(C2C(=N1)C1=C(C=C(C=C1)Cl)F)=O)C)C (2S,4S)-4-(5-(4-chloro-2-fluorophenyl)-2,3-dimethyl-4-oxo-3,4-dihydropyrido[4,3-d]pyrimidin-7-yl)tetrahydro-2H-pyran-2-carboxylic acid ethyl ester